COC(=O)C1=NC=NC(=C1OC)C.OC=1C(=NC=NC1C)C(=O)O 5-hydroxy-6-methylpyrimidine-4-carboxylic acid Methyl-5-methoxy-6-methylpyrimidine-4-carboxylate